C(C1=CC=CC=C1)OC(=O)NCCOCCN1N=CC=C1C(=O)OCC ethyl 1-(2-(2-(((benzyloxy)carbonyl)amino)ethoxy)ethyl)-1H-pyrazole-5-carboxylate